ClCC1=NOC(=N1)C(C)C1=C(C=C(C=C1)C1=CC=CC=C1)F 3-(chloromethyl)-5-(1-(3-fluoro-[1,1'-biphenyl]-4-yl)ethyl)-1,2,4-oxadiazole